ClC1=C(C(=CC=C1)Cl)N1CC(C1)C1=CC=C(CN2CC(C2)C(=O)O)C=C1 1-(4-(1-(2,6-dichlorophenyl)azetidin-3-yl)-benzyl)azetidine-3-carboxylic acid